1-(6-azidohexyl)indoline N(=[N+]=[N-])CCCCCCN1CCC2=CC=CC=C12